ethan-1-carboxamide C(C)C(=O)N